C1(=CC=CC=C1)OC(C=C)=O monophenylacrylate